CC1C(=S)OCC1 alpha-methyl-thiobutyrolactone